FC1=CC=C(C=C1)N1N=C(C(=C1)C(=O)O)C 1-(4-fluorophenyl)-3-methyl-pyrazole-4-carboxylic acid